ClC=1C(=NC(=NC1)NC1CCOCC1)C1=CC=C2CN(C(C2=C1)=O)[C@@H](C(=O)N[C@H](CO)C1=NC(=CC=C1Cl)OC)C (2R)-2-(6-{5-chloro-2-[(oxacyclohex-4-yl)amino]pyrimidin-4-yl}-1-oxo-2,3-dihydro-1H-isoindol-2-yl)-N-[(1S)-1-(3-chloro-6-methoxypyridin-2-yl)-2-hydroxyethyl]propionamide